(Z)-7-((1R,2R,3R,5S)-3,5-dihydroxy-2-((S,E)-3-hydroxyoct-1-enyl)cyclopentyl)hept-5-enoic acid O[C@H]1[C@@H]([C@H]([C@H](C1)O)C\C=C/CCCC(=O)O)\C=C\[C@H](CCCCC)O